C(C)C=1C(NC2=C(N1)C=NC(=C2)CN2CC1(CN(C1)C=1C=CC(=NC1)C(=O)NC)C2)=O 5-(6-((3-ethyl-2-oxo-1,2-dihydropyrido[3,4-b]pyrazin-7-yl)methyl)-2,6-diazaspiro[3.3]heptan-2-yl)-N-methylpicolinamide